O(C#N)C1=CC=C(C=C1)C1=CC=CC=C1 4-cyanato-1,1'-biphenyl